4-[4-Chloro-3-(trifluoromethyl)phenoxy]piperidine ClC1=C(C=C(OC2CCNCC2)C=C1)C(F)(F)F